2-(2-hydroxy-9H-carbazol-9-yl)benzonitrile OC1=CC=2N(C3=CC=CC=C3C2C=C1)C1=C(C#N)C=CC=C1